6-chloro-1-cyclopropoxy-4-(2-methyloxiran-2-yl)-2,7-naphthyridine ClC=1C=C2C(=CN=C(C2=CN1)OC1CC1)C1(OC1)C